NC=1C=C(C=C(C1)C(F)(F)F)[C@@H](C)NC=1C2=C(N=C(N1)C)N=C(C(=C2)C(=O)N(C)C)N(C)C (R)-4-(1-(3-amino-5-(trifluoromethyl)phenyl)ethylamino)-7-(dimethylamino)-N,N,2-trimethylpyrido[2,3-d]pyrimidine-6-carboxamide